4-((2-methyltetrahydrofuran-2-yl)oxy)pentan-1-ol CC1(OCCC1)OC(CCCO)C